C(CCCCC(=O)OCCCCCCC)(=O)OCC(COC(C(CCCCC)CCCCC)=O)(COC(C(CCCCC)CCCCC)=O)COC(CCCN(C)C)=O 2-({[4-(Dimethylamino)butanoyl]oxy}methyl)-3-[(2-pentylheptanoyl)oxy]-2-{[(2-pentylheptanoyl)oxy]methyl}propyl heptyl hexanedioate